ClC1=CC=C(CNC(=O)NCCCCC2CCN(CC2)C(=O)C2CCOCC2)C=C1 1-(4-chlorobenzyl)-3-(4-(1-(tetrahydro-2H-pyran-4-carbonyl)piperidin-4-yl)butyl)urea